o-(propyl-cyclohexyl)-2,3-difluorobenzene C(CC)C1(CCCCC1)C1(CC=CC=C1F)F